COC(=O)C1=CC=C(C(=O)N2CCN(CC2)C(=O)OC(C)(C)C)C=C1 tert-Butyl 4-(4-(methoxycarbonyl)benzoyl)piperazine-1-carboxylate